Ethyl 2-cyano-2-(4-oxocyclohexylidene)acetate C(#N)C(C(=O)OCC)=C1CCC(CC1)=O